ClC=1C(=CC(=C(C(=O)NC2=CC(=NC=C2)OC[C@@H](CO)O)C1)OC1=C(C=C(C=C1)F)C)C(F)(F)F (R)-5-Chloro-N-(2-(2,3-dihydroxypropoxy)pyridin-4-yl)-2-(4-fluoro-2-methylphenoxy)-4-(Trifluoromethyl)benzamide